2,6-diethyl-4-methyl-phenol C(C)C1=C(C(=CC(=C1)C)CC)O